FC=1C=CC(=C2C=C(N(C12)CCNC1=NC=NC(=C1)C1=CC=C(C=C1)C1=NOC(=N1)C)C)OC [2-(7-Fluoro-4-methoxy-2-methyl-indol-1-yl)-ethyl]-{6-[4-(5-methyl-[1,2,4]oxadiazol-3-yl)-phenyl]-pyrimidin-4-yl}-amine